C1(=CC=C(C=C1)N)N para-Phenylendiamine